5-(1-(2,2-difluoroethyl)-1H-benzo[d][1,2,3]triazol-6-yl)-N-((3R,4S)-3-fluoro-1-methylpiperidin-4-yl)-4-(methoxy-d3)pyrrolo[2,1-f][1,2,4]triazin-2-amine FC(CN1N=NC2=C1C=C(C=C2)C=2C=CN1N=C(N=C(C12)OC([2H])([2H])[2H])N[C@@H]1[C@@H](CN(CC1)C)F)F